2-(9-(pyridin-2-yl)-6-oxaspiro[4.5]decan-9-yl)-4,5,6,7-tetrahydrobenzo[b]thiophen-7-ethylamine N1=C(C=CC=C1)C1(CCOC2(CCCC2)C1)C1=CC2=C(S1)C(CCC2)CCN